Cl.OC(COC=1C=C(C=2N(C1)N=CC2C#N)C=2C=NNC2)(C)C 6-(2-hydroxy-2-methylpropyloxy)-4-(1H-pyrazol-4-yl)pyrazolo[1,5-a]pyridine-3-carbonitrile hydrochloride